CS(=O)(=O)N1CCCC2=CC=C(C=C12)N(S(=O)(=O)C1=CC=CC2=CC=CC=C12)S(=O)(=O)C1=CC=CC2=CC=CC=C12 N-(1-(methylsulfonyl)-1,2,3,4-tetrahydroquinolin-7-yl)-N-(naphthalen-1-ylsulfonyl)naphthalene-1-sulfonamide